2-(2-bromo-6-chloro-9-tosyl-9H-carbazol-1-yl)ethan-1-amine BrC1=C(C=2N(C3=CC=C(C=C3C2C=C1)Cl)S(=O)(=O)C1=CC=C(C)C=C1)CCN